C(C1=CC=CC=C1)OC1=C(C=CC=C1)C1CCC(CC1)OC[C@]1(C[C@H](CC1)NS(=O)(=O)C)C(=O)Cl (1S,3S)-1-((((1s,4R)-4-(2-(benzyloxy)phenyl)cyclohexyl)oxy)methyl)-3-(methylsulfonamido)cyclopentane-1-carbonyl chloride